N1(CCC1)C=1C=C(C(=O)O)C=CC1[C@H]1N(CCCC1)CC1=C2C=CNC2=C(C=C1OC)C 3-(azetidin-1-yl)-4-[(2S)-1-[(5-methoxy-7-methyl-1H-indol-4-yl)methyl]piperidin-2-yl]benzoic acid